C(#N)C1=C(N=C(S1)N(C1=C(N=C2N1C=C(C=C2)C=2C=NC(=NC2)N2CCC(CC2)NC(=O)[C@@H]2NC[C@@H](C2)O)CC)C)C2=CC=C(C=C2)F (2R,4R)-N-(1-(5-(3-((5-cyano-4-(4-fluorophenyl)thiazol-2-yl)(methyl)amino)-2-ethylimidazo[1,2-a]pyridin-6-yl)pyrimidin-2-yl)piperidin-4-yl)-4-hydroxypyrrolidine-2-carboxamide